9'-(2-chloro-4-phenoxybenzoyl)-3'-oxo-1',3',4',7'-tetrahydrospiro[piperidine-3,2'-pyrrolo[3',2':5,6]pyrido[3,4-b]pyrazine]-1-carboxylic acid tert-butyl ester C(C)(C)(C)OC(=O)N1CC2(NC3=C(NC2=O)C=NC2=C3C(=CN2)C(C2=C(C=C(C=C2)OC2=CC=CC=C2)Cl)=O)CCC1